(2R,3R,4S)-2-[2-chloro-6-[[(1R)-4-bromoindan-1-yl]amino]purin-9-yl]tetrahydrothiophene-3,4-diol ClC1=NC(=C2N=CN(C2=N1)[C@@H]1SC[C@H]([C@H]1O)O)N[C@@H]1CCC2=C(C=CC=C12)Br